methylcyclohexyldimethoxysilicon C[Si](OC)(OC)C1CCCCC1